2-[4-[[(3,4-dimethylpyrimido[4',5':4,5]thieno[2,3-c]pyridazin-8-yl)amino]methyl]-2-methyl-phenyl]propan-2-ol CC1=C(C2=C(N=N1)SC1=C2N=CN=C1NCC1=CC(=C(C=C1)C(C)(C)O)C)C